C1(CCCC1)N1C(C(N(CC1)CC1=NC=C(C=C1F)C1=CN=CS1)=O)=O 1-cyclopentyl-4-((3-fluoro-5-(thiazol-5-yl)pyridin-2-yl)methyl)piperazine-2,3-dione